BrC=1N(C(=C(N1)Cl)C(=O)OC)C methyl 2-bromo-4-chloro-1-methyl-1H-imidazole-5-carboxylate